C(C)(C)NC(CCC(=O)O)=O N-isopropyl-succinamic acid